O1[C@@H](CC1)CN1C(=NC=C1CO[Si](C(C)C)(C(C)C)C(C)C)CO (S)-(1-(oxetan-2-ylmethyl)-5-(((triisopropylsilyl)oxy)methyl)-1H-imidazol-2-yl)methanol